N-(3-(2-(tert-Butyl)-5-(2-((1-(methylsulfonyl)piperidin-4-yl)amino)pyrimidin-4-yl)thiazol-4-yl)-2-fluorophenyl)-3,5-difluoropyridine-4-sulfonamide C(C)(C)(C)C=1SC(=C(N1)C=1C(=C(C=CC1)NS(=O)(=O)C1=C(C=NC=C1F)F)F)C1=NC(=NC=C1)NC1CCN(CC1)S(=O)(=O)C